methyl 2-(N-(4-methoxy-6-((4-(propiolamidomethyl)-1H-pyrazol-1-yl)methyl)benzo[d]isoxazol-3-yl) sulfamoyl)benzoate COC1=CC(=CC2=C1C(=NO2)NS(=O)(=O)C2=C(C(=O)OC)C=CC=C2)CN2N=CC(=C2)CNC(C#C)=O